COC1=NC2=CC(=CC=C2C=N1)OCCOC1=CC=CC=C1 methoxy-7-(2-phenoxyethoxy)quinazolin